ClC1=C(C(=CC=C1)F)C1=NOC(=C1C(=O)O)C 3-(2-chloro-6-fluorophenyl)-5-methylisoxazole-4-carboxylic acid